FC(C)(F)C1=NC(=CC(=N1)C1=CN(C2=CN=C(C=C21)NC(C)=O)C)C N-(3-(2-(1,1-difluoroethyl)-6-methylpyrimidin-4-yl)-1-methyl-1H-pyrrolo[2,3-c]pyridin-5-yl)acetamide